FC1=CN=CC2=C1C(=NC=1N2C(=NN1)C)N1CCCC2=C(C=NC=C12)C#CC1(CC1)C(F)(F)F 6-fluoro-1-methyl-5-(5-((1-(trifluoromethyl)cyclopropyl)ethynyl)-3,4-dihydro-1,7-naphthyridin-1(2H)-yl)pyrido[4,3-e][1,2,4]triazolo[4,3-a]pyrimidine